1,1-bis(3-methyl-2-butenyloxy)-3-methyl-2-butene CC(=CCOC(C=C(C)C)OCC=C(C)C)C